C(C)(C)(C)OC(=O)N1CC2(C1)CC(C2)OC2=CC=NC1=CC=C(C=C21)F 6-((6-fluoroquinolin-4-yl)oxy)-2-azaspiro[3.3]heptane-2-carboxylic acid tert-butyl ester